C(C)(C)(C)OC(=O)N1CC(=CCC1)C1=C(OC2=C1N=NC(=C2)C2=C(C=C(C=C2C)C(F)(F)F)OCOC)C(=O)O 7-(1-(tert-butoxycarbonyl)-1,2,5,6-tetrahydropyridin-3-yl)-3-(2-(methoxymethoxy)-6-methyl-4-(trifluoromethyl)phenyl)furo[3,2-c]pyridazine-6-carboxylic acid